OC1=CC=C(C=C1)N1SC2=C(C1=O)C=CC=C2 (4-hydroxyphenyl)benzo[d]isothiazol-3(2H)-one